CC1=CC(=NN1C1=NC(=CC=C1C1OCCC1)N1C=NC2=C1C=CC(=C2)NC=2N=NC(=CC2)C)C#N 5-Methyl-1-[6-[5-[(6-methylpyridazin-3-yl)amino]benzimidazol-1-yl]-3-tetrahydrofuran-2-yl-2-pyridyl]pyrazole-3-carbonitrile